N,N-dimethyl-2-(2-methylimidazo[1,2-b]pyridazin-8-yl)acetamide CN(C(CC=1C=2N(N=CC1)C=C(N2)C)=O)C